(1S)-1-[4-(1-methylimidazol-2-yl)phenyl]ethanamine CN1C(=NC=C1)C1=CC=C(C=C1)[C@H](C)N